FC=1C=C2CC[C@@H](C2=CC1F)N (S)-5,6-difluoro-2,3-dihydro-1H-indene-1-amine